2-Chloro-5-{[(methoxyacetyl)amino]methyl}-N-{1-[4-methoxy-3-(trifluoromethyl)phenyl]-1H-indazol-4-yl}benzamide ClC1=C(C(=O)NC2=C3C=NN(C3=CC=C2)C2=CC(=C(C=C2)OC)C(F)(F)F)C=C(C=C1)CNC(COC)=O